C1(=CC=CC=C1)C1=CC=NC2=C3C=CCN(C3=CC=C12)C1=CC=CC=C1 4,7-diphenyl-1,7-phenanthroline